C(CCCCCCCCCCCCCCCC)(=O)OCCCCCCCC\C=C/C\C=C/CCCCC linoleyl heptadecanoate